CN1C=C(C2=CC=C(C=C12)C)NC(=O)C=1C(NC(=CC1)C(F)(F)F)=O N-(1,6-dimethyl-1H-indol-3-yl)-2-oxo-6-(trifluoromethyl)-1,2-dihydropyridine-3-carboxamide